ClC1=C(C=C(C=C1)C(F)(F)F)S(=O)(=O)NC1=C(C(=C(C=C1)F)C#C)F 2-chloro-N-(3-ethynyl-2,4-difluorophenyl)-5-(trifluoromethyl)benzenesulfonamide